CN1C(=NC2=C(C=C(C=C2C1=O)C)[C@@H](C)NC=1C(=NC=CN1)C(=O)O)N1CCOCC1 3-[[(1R)-1-(3,6-dimethyl-2-morpholino-4-oxo-quinazolin-8-yl)ethyl]amino]pyrazine-2-carboxylic acid